6-{4-[1-(Propan-2-yl)azepan-4-yl]piperazin-1-yl}-N-(pyridin-4-yl)pyridine-2-carboxamide CC(C)N1CCC(CCC1)N1CCN(CC1)C1=CC=CC(=N1)C(=O)NC1=CC=NC=C1